N-(2,4-dimethoxybenzyl)-7-(1,4-dioxaspiro[4.5]decan-8-yl)-5H-pyrrolo[3,2-d]pyrimidin-4-amine COC1=C(CNC=2C3=C(N=CN2)C(=CN3)C3CCC2(OCCO2)CC3)C=CC(=C1)OC